CC=1C=CC=C2C(=CNC12)C1C(CCCC1)=O 2-[7-methyl-(3-indolyl)]cyclohexanone